N-methyl-N-((3-methyl-4-((pyridin-3-ylamino)methyl)benzofuran-2-yl)methyl)acrylamide CN(C(C=C)=O)CC=1OC2=C(C1C)C(=CC=C2)CNC=2C=NC=CC2